1,3,4-thiadiazolecarboxamide S1C(=NN=C1)C(=O)N